C(=O)(C(O)C(O)C(=O)O)OC(CC)(N)C Dimethyl-aminoethanol Bitartrate